chloro-4,2':6',4''-terpyridine ClC1=NC=CC(=C1)C1=NC(=CC=C1)C1=CC=NC=C1